methoxymethyl 4-((4-(benzyloxy)-3-bromo-2,6-dimethylbenzoyl)oxy)-3-ethyl-2,5,6-trimethylbenzoate C(C1=CC=CC=C1)OC1=C(C(=C(C(=O)OC2=C(C(=C(C(=O)OCOC)C(=C2C)C)C)CC)C(=C1)C)C)Br